C1(CC1)C=1C(=CC(=C(C(=O)NS(=O)(=O)C)C1)F)COCC1(CN(C1)C(C)C1=CC(=CC(=C1)F)Cl)F 5-cyclopropyl-4-(((1-(1-(3-chloro-5-fluorophenyl)ethyl)-3-fluoroazetidin-3-yl)methoxy)methyl)-2-fluoro-N-(methylsulfonyl)benzamide